N=1C(=NN2C1C=CC=C2)C2=CN=C(C1=CN=C(C=C21)N)NC([2H])([2H])[2H] 4-([1,2,4]triazolo[1,5-a]pyridin-2-yl)-N1-(methyl-d3)-2,7-naphthyridine-1,6-diamine